FC1=CC=C(C(=O)C2=C(C=C(C=C2)O)O)C=C1 4-fluoro-2',4'-dihydroxybenzophenone